(3aR,5s,6aS)-N-(6-(2-chloro-5-fluorophenyl)pyridazin-3-yl)-2-(tetrahydro-2H-pyran-4-yl)octahydrocyclopenta[c]pyrrol-5-amine ClC1=C(C=C(C=C1)F)C1=CC=C(N=N1)NC1C[C@@H]2[C@@H](CN(C2)C2CCOCC2)C1